[bromo(difluoro)methyl]-trimethyl-silane BrC(F)(F)[Si](C)(C)C